(4-(3-(4-((3-(dimethylamino)pyrrolidin-1-yl)methyl)-3-(trifluoromethyl)phenyl)ureido)-3-fluorophenyl)boronic acid CN(C1CN(CC1)CC1=C(C=C(C=C1)NC(NC1=C(C=C(C=C1)B(O)O)F)=O)C(F)(F)F)C